N-(1,3-oxazol-2-yl)acetamide O1C(=NC=C1)NC(C)=O